CC1(C(OB(O1)C)(C)C)C pentamethyl-1,3,2-dioxaborolan